(S)-2-(tert-butoxy)-2-(7-(4-chlorophenyl)-2-(3-((S)-hexahydropyrazino[2,1-c][1,4]oxazin-8(1H)-yl)-1-methyl-1H-indazol-5-yl)-5-methylbenzo[d]thiazol-6-yl)acetic acid C(C)(C)(C)O[C@H](C(=O)O)C1=C(C2=C(N=C(S2)C=2C=C3C(=NN(C3=CC2)C)N2C[C@H]3COCCN3CC2)C=C1C)C1=CC=C(C=C1)Cl